OC1=C(C(=CC(=C1CNC(=O)C1CCCC1)CCCCC)O)C1CCCC(=C1)C N-((2,6-dihydroxy-5'-methyl-4-pentyl-1',2',3',4'-tetrahydro-[1,1'-biphenyl]-3-yl)methyl)cyclopentanecarboxamide